ethyl 1-[[4-[5-(trifluoromethyl)-1,2,4-oxadiazol-3-yl] phenyl] methyl]-1H-pyrazole-4-carboxylate FC(C1=NC(=NO1)C1=CC=C(C=C1)CN1N=CC(=C1)C(=O)OCC)(F)F